6-(tetramethyl-1,3,2-dioxaborolan-2-yl)-1,2,3,4-tetrahydroisoquinolin-1-one CC1(C(OB(O1)C=1C=C2CCNC(C2=CC1)=O)(C)C)C